NN1C=NN=C1C1=CC=CC=C1 4-amino-5-phenyl-1,2,4-triazole